BrCCCOC=1C(=C2CN(CC2=CC1OC)C(=O)OC(C)(C)C)F tert-butyl 5-(3-bromopropoxy)-4-fluoro-6-methoxyisoindoline-2-carboxylate